FC(C)C1=CC=C(C=C1)[N+](=O)[O-] 1-(1-fluoroethyl)-4-nitrobenzene